(3S)-3-Aminohexan-1-ol N[C@H](CCO)CCC